C1(=C(C=CC=C1)S(=O)(=O)[O-])C o-Toluylsulfonat